2-(2-benzo[b]thienyl)pyridine S1C2=C(C=C1C1=NC=CC=C1)C=CC=C2